SULFUR GOLD [Au].[S]